methyl (1R,2S,5S)-3-((S)-2-(2,2-difluoroethanethioamido)-3,3-dimethylbutanoyl)-6,6-dimethyl-3-azabicyclo[3.1.0]hexane-2-carboxylate FC(C(N[C@H](C(=O)N1[C@@H]([C@H]2C([C@H]2C1)(C)C)C(=O)OC)C(C)(C)C)=S)F